(R)-1-(3,5-difluoropyridin-2-yl)ethan-1-amine hydrochloride Cl.FC=1C(=NC=C(C1)F)[C@@H](C)N